isotridecylisononanoate C(CCCCCCCCCC(C)C)OC(CCCCCC(C)C)=O